8-chloro-6-(2-fluorophenyl)-1-methyl-4H-imidazo[1,5-a][1,4]benzodiazepine hydrochloride Cl.ClC=1C=CC2=C(C(=NCC=3N2C(=NC3)C)C3=C(C=CC=C3)F)C1